NC1=C2C(=NC=N1)N(N=C2C2=CC=C(C=1N2C=CN1)NC(=O)NC1=NOC(=C1)C1(CC1)C(F)(F)F)C1COCC1 1-(5-(4-amino-1-(tetrahydro-furan-3-yl)-1H-pyrazolo[3,4-d]pyrimidin-3-yl)imidazo[1,2-a]pyridin-8-yl)-3-(5-(1-(tri-fluoromethyl)cyclopropyl)-isoxazol-3-yl)urea